methyl 2-amino-3-chloroquinoline-6-carboxylate 2,2,2-trifluoroacetate FC(C(=O)O)(F)F.NC1=NC2=CC=C(C=C2C=C1Cl)C(=O)OC